(E) or (Z)-4-((2-(2-methoxyethoxy)ethoxy)imino)-1,3-dimethyl-9-oxo-4,9-dihydro-1H-naphtho[2,3-d]imidazolium COCCOCCON=C1C2=CC=CC=C2C(C=2[NH+](CN(C21)C)C)=O